(S)-4-(6-((benzhydryl)amino)-5-fluoropyridin-3-yl)-2-methylpiperazine-1-carboxylic acid tert-butyl ester C(C)(C)(C)OC(=O)N1[C@H](CN(CC1)C=1C=NC(=C(C1)F)NC(C1=CC=CC=C1)C1=CC=CC=C1)C